C(#N)C1=CC(=C(COC2=NC3=C4CCN(CC4=CC=C3C=C2)C(=O)OCC2=CC=CC=C2)C=C1)F Benzyl 2-((4-cyano-2-fluorobenzyl) oxy)-9,10-dihydro-1,8-phenanthroline-8(7H)-carboxylate